6-[2-(1-acetyl-piperidin-3-yl)-ethoxy]-8-methyl-2-thieno[2,3-c]pyridin-5-yl-3H-quinazolin-4-one C(C)(=O)N1CC(CCC1)CCOC=1C=C2C(NC(=NC2=C(C1)C)C=1C=C2C(=CN1)SC=C2)=O